CC1=NOC(=C1C)C(=O)NC[C@@H](CCC)C(N[C@H]1C2=C(CN3N(C1=O)CCC3)C=CC=C2)=O 3,4-dimethyl-N-((R)-2-(((S)-11-oxo-2,3,10,11-tetrahydro-1h,5h-benzo[d]pyrazolo[1,2-a][1,2]diazepin-10-yl)carbamoyl)pentyl)isoxazole-5-carboxamide